(R)-2-(tert-butyl)-N-(2-(2-(cyclopropanecarboxamido)pyridin-4-yl)-6,7,8,9-tetrahydro-5H-benzo[7]annulen-5-yl)oxazole-4-carboxamide C(C)(C)(C)C=1OC=C(N1)C(=O)N[C@@H]1CCCCC2=C1C=CC(=C2)C2=CC(=NC=C2)NC(=O)C2CC2